ClC1=C(C=C2C=C(C(NC2=C1)=O)C=1C=C(C=CC1)CC(=O)O)C1=CC=C(C=C1)C1=CC(=C(C=C1)C)F 2-(3-(7-chloro-6-(3'-fluoro-4'-methyl-[1,1'-biphenyl]-4-yl)-2-oxo-1,2-dihydroquinolin-3-yl)phenyl)acetic acid